(2R,6S)-2-(1,3-dimethyl-1H-pyrazol-4-yl)-6-methyl-4-(6-(6-(trifluoromethyl)imidazo[1,2-b]pyridazin-3-yl)pyrimidin-4-yl)morpholine CN1N=C(C(=C1)[C@@H]1CN(C[C@@H](O1)C)C1=NC=NC(=C1)C1=CN=C2N1N=C(C=C2)C(F)(F)F)C